C(CCCC)OS(=O)(=O)C(C(=O)OCCCCC)C pentyl 2-(pentoxysulfonyl)-propionate